FC=1C=C2C(C(NC2=CC1)=O)=CC1=C(C(=C(N1)C)C(=O)O)C 5-((5-fluoro-2-oxoindolin-3-ylidene)methyl)-2,4-dimethyl-1H-pyrrole-3-carboxylic acid